(3S,4R)-N-tert-butyl-4-fluoropyrrolidin-3-amine dihydrochloride Cl.Cl.C(C)(C)(C)N[C@H]1CNC[C@H]1F